ClC1=CC2=C(N(C(C(N2C)=O)=O)C2CCN(CC2)C(CC2=NC=CC=C2)=O)N=C1 7-chloro-1-methyl-4-(1-(2-(pyridin-2-yl)acetyl)piperidin-4-yl)-1,4-dihydropyrido[2,3-b]pyrazine-2,3-dione